2-butyl-4-(3,5-dimethoxy-4-(piperidin-4-yloxy)phenyl)-2,7-naphthyridin-1(2H)-one TFA salt OC(=O)C(F)(F)F.C(CCC)N1C(C2=CN=CC=C2C(=C1)C1=CC(=C(C(=C1)OC)OC1CCNCC1)OC)=O